BrC=1C=2N(C=C(C1)C(=O)O)C=NC2 8-bromoimidazo[1,5-a]Pyridine-6-carboxylic acid